tert-butyl 3-(3-methoxy-3-oxopropanoyl)-4-oxopiperidine-1-carboxylate COC(CC(=O)C1CN(CCC1=O)C(=O)OC(C)(C)C)=O